The molecule is the dicarboxylic acid dianion formed from (2S,4S)-4-hydroxy-2,3,4,5-tetrahydrodipicolinic acid by proton loss from both carboxy groups; major species present at pH 7.3. It is a conjugate base of a (2S,4S)-4-hydroxy-2,3,4,5-tetrahydrodipicolinic acid. C1[C@@H](CC(=N[C@@H]1C(=O)[O-])C(=O)[O-])O